ClC=1C(NN=CC1N1C[C@@H](CC1)OC1=NC=CC(=C1)C=1C(=NN(C1C)CC(C(F)(F)F)O)C)=O 4-chloro-5-((3R)-3-((4-(3,5-dimethyl-1-(3,3,3-trifluoro-2-hydroxypropyl)-1H-pyrazol-4-yl)pyridin-2-yl)oxy)pyrrolidin-1-yl)pyridazin-3(2H)-one